NCCOCCNC(=O)C1=C(C=C(C=C1)NC(=O)C=1N(C(=CN1)C1=C(C(=C(C=C1)OC)F)F)C)Cl N-[4-[2-(2-Aminoethoxy)ethylcarbamoyl]-3-chloro-phenyl]-5-(2,3-difluoro-4-methoxyphenyl)-1-methyl-imidazole-2-carboxamide